2-methyl-6-(3'-(pyrrolidin-1-ylmethyl)-[1,1'-biphenyl]-4-yl)-1H-benzo[d]imidazole-4-carboxylic acid CC1=NC2=C(N1)C=C(C=C2C(=O)O)C2=CC=C(C=C2)C2=CC(=CC=C2)CN2CCCC2